O=S1CCN(CC1)C1=CC=C(S1)\C=C\1/C(=NOC1=O)C(C(F)(F)F)(F)F (E)-4-((5-(1-oxidothiomorpholino)thiophen-2-yl)methylene)-3-(perfluoroethyl)isoxazol-5(4H)-one